1-(cyclohexyloxycarbonyloxy)ethyl 1-((2'-cyanobiphenyl-4-yl)methyl)-2-ethoxy-1H-benzo(d)imidazole-7-carboxylate C(#N)C1=C(C=CC=C1)C1=CC=C(C=C1)CN1C(=NC2=C1C(=CC=C2)C(=O)OC(C)OC(=O)OC2CCCCC2)OCC